2-chloro-6-(N-(4-(2,2-difluoroethyl)-2,5-difluorophenyl)sulfamoyl)-4H-thieno[3,2-b]pyrrole-5-carboxylic acid ClC1=CC=2NC(=C(C2S1)S(NC1=C(C=C(C(=C1)F)CC(F)F)F)(=O)=O)C(=O)O